[(1-methoxycyclobutyl)methyl](methyl)amine COC1(CCC1)CNC